O1COC2=C1C=CC(=C2)NC(=S)N 1-(benzo[d][1,3]dioxol-5-yl)thiourea